N-(1-((4-(1H-pyrrolo[2,3-b]pyridin-4-yl)phenyl)sulfonyl)piperidin-4-yl)-5-(trifluoromethyl)pyridin-2-amine N1C=CC=2C1=NC=CC2C2=CC=C(C=C2)S(=O)(=O)N2CCC(CC2)NC2=NC=C(C=C2)C(F)(F)F